[Si](C)(C)(C(C)(C)C)OC1CC(C1)C1=NC=CC=C1OC(F)(F)F ((1s,3s)-3-((tert-butyldimethylsilyl)oxy)cyclobutyl)-3-(trifluoromethoxy)pyridine